3-(cyclopropanecarboxamido)-5-((2,5-dimethyl-1-oxo-1,2,4,5-tetrahydro-[1,2,4]triazolo[4,3-a]quinoxalin-6-yl)amino)-N-(methyl-d3)-1,2,4-triazine-6-carboxamide C1(CC1)C(=O)NC=1N=NC(=C(N1)NC1=C2N(CC=3N(C2=CC=C1)C(N(N3)C)=O)C)C(=O)NC([2H])([2H])[2H]